2-(2-nitro-1-(2-phenyl-1H-indol-3-yl)ethyl)benzenesulfonyl fluoride [N+](=O)([O-])CC(C1=C(NC2=CC=CC=C12)C1=CC=CC=C1)C1=C(C=CC=C1)S(=O)(=O)F